FC(C1=CC=2N(C=C1)N=CC2C(=O)NC2=C(C=CC(=C2)C2=NOC(=N2)[C@@H]2[C@H](C2)F)C)F 5-(difluoromethyl)-N-(5-(5-((1R,2S)-2-fluorocyclopropyl)-1,2,4-oxadiazol-3-yl)-2-methylphenyl)pyrazolo[1,5-a]pyridine-3-carboxamide